6-(4-methoxy-2-nitrophenyl)-5,6,7,8-tetrahydronaphthalene-2-ol COC1=CC(=C(C=C1)C1CC=2C=CC(=CC2CC1)O)[N+](=O)[O-]